6-oxodecahydropyrrolo[1,2-a][1,5]diazocine-8-carboxylic acid O=C1CCNCCC2N1C(CC2)C(=O)O